2-([1,1'-biphenyl]-2-yl-(hexyl)amino)-2-oxoacetic acid C1(=C(C=CC=C1)N(C(C(=O)O)=O)CCCCCC)C1=CC=CC=C1